4-((2'S,3S,4'R,5'R)-1-(4-(1H-tetrazol-5-yl)benzyl)-5-chloro-4'-(4-chlorophenyl)-2'-neopentyl-spiro[indoline-3,3'-pyrrolidine]-5'-carboxamido)-3-methoxybenzoic acid N1N=NN=C1C1=CC=C(CN2C[C@@]3([C@@H](N[C@H]([C@@H]3C3=CC=C(C=C3)Cl)C(=O)NC3=C(C=C(C(=O)O)C=C3)OC)CC(C)(C)C)C3=CC(=CC=C23)Cl)C=C1